7-Chloro-6-((R)-2-hydroxypropoxy)-4-(6-(6-((6-methoxypyridin-3-yl)methyl)-3,6-diazabicyclo[3.1.1]heptan-3-yl)pyridin-3-yl)pyrazolo[1,5-a]pyridine-3-carbonitrile ClC1=C(C=C(C=2N1N=CC2C#N)C=2C=NC(=CC2)N2CC1N(C(C2)C1)CC=1C=NC(=CC1)OC)OC[C@@H](C)O